4-(2-methyl-1,3-thiazol-5-yl)benzaldehyde CC=1SC(=CN1)C1=CC=C(C=O)C=C1